O1N=C(C=C1)NC(C[N+]1(CCCCCC1)CC(=O)NC=1C2=C(SC1C(=O)N1CCOCC1)C=CC=C2)=O 1-(2-(isoxazol-3-ylamino)-2-oxoethyl)-1-(2-((2-(morpholine-4-carbonyl)benzo[b]thiophen-3-yl)amino)-2-oxoethyl)azepan-1-ium